N-((2-(2,6-dioxopiperidin-3-yl)-1-oxoisoindolin-5-yl)methyl)-2,2-difluorobutyramide O=C1NC(CCC1N1C(C2=CC=C(C=C2C1)CNC(C(CC)(F)F)=O)=O)=O